Trans-N-(4-((4-bromophenyl)sulfonyl)cyclohexyl)-5-(trifluoromethyl)pyridin-2-amine BrC1=CC=C(C=C1)S(=O)(=O)[C@@H]1CC[C@H](CC1)NC1=NC=C(C=C1)C(F)(F)F